ClC=1C=C(C=C2C(=C(C=NC12)C#N)NCC(C)(C)C)N[C@@H](C1=C2C=CN=CC2=CC=C1)C=1N=NN(C1)C(CF)(C)C (S)-8-chloro-6-(((1-(1-fluoro-2-methylpropan-2-yl)-1H-1,2,3-triazol-4-yl)(isoquinolin-5-yl)methyl)amino)-4-(neopentylamino)quinoline-3-carbonitrile